3-((1-(2-(difluoromethoxy)pyridin-3-yl)-5-methyl-4-nitro-1H-pyrazol-3-yl)oxy)propan-1-ol FC(OC1=NC=CC=C1N1N=C(C(=C1C)[N+](=O)[O-])OCCCO)F